ClCC(=O)C1=CC=C(C=C1)C1=CC=C(C=C1)Cl 2-Chloro-1-(4'-chloro-[1,1'-biphenyl]-4-yl)ethan-1-one